3-chloro-5,7-difluoro-8-[3-(methylsulfonylmethyl)azetidin-1-yl]isoquinoline ClC=1N=CC2=C(C(=CC(=C2C1)F)F)N1CC(C1)CS(=O)(=O)C